3-cyclohexyl-chromanone C1(CCCCC1)C1C(OC2=CC=CC=C2C1)=O